4-CYCLOPENTENYLPHENYLBORONIC ACID C1(=CCCC1)C1=CC=C(C=C1)B(O)O